5-(benzyloxy)-8-bromo-2-(6-fluorobenzo[d]oxazol-2-yl)-6-methoxy-1,2,3,4-tetrahydroisoquinoline-3-carboxylic acid C(C1=CC=CC=C1)OC1=C2CC(N(CC2=C(C=C1OC)Br)C=1OC2=C(N1)C=CC(=C2)F)C(=O)O